BrC1=C(C(=CC(=C1)OCOC)F)OC(F)(F)F 1-bromo-3-fluoro-5-(methoxymethoxy)-2-(trifluoromethoxy)benzene